ClC=1C=C2C(=NC1I)N=C(N2COCC[Si](C)(C)C)S(=O)(=O)C 2-[(6-chloro-5-iodo-2-methylsulfonyl-imidazo[4,5-b]pyridin-1-yl)methoxy]ethyl-trimethyl-silane